C(C)OC[SiH](OCC)OCC Ethoxymethyldiethoxysilane